methyl N-[5-[6-[cyclopropyl-(4-fluoro-3-methoxy-phenyl)carbamoyl]-8-methyl-imidazo[1,2-a]pyridin-3-yl]-2-pyridyl]carbamate C1(CC1)N(C(=O)C=1C=C(C=2N(C1)C(=CN2)C=2C=CC(=NC2)NC(OC)=O)C)C2=CC(=C(C=C2)F)OC